ClC1=C2C(=NC=C1)NC(=C2C=2C=CC(=C(C2)NC(C=C)=O)C)C2=CC=C(C=C2)NS(=O)(=O)C N-(5-(4-chloro-2-(4-(methylsulfonamido)phenyl)-1H-pyrrolo[2,3-b]pyridin-3-yl)-2-methylphenyl)acrylamide